Cl.C(CCCCCCC\C=C/CCCCCCCC)(=O)OCC(CCC)OC(CCCCCCC\C=C/CCCCCCCC)=O pentane-1,2-diyl dioleate hydrochloride